OCCNC1=C(C=CC=C1)[N+](=O)[O-] 1-(β-hydroxyethyl)amino-2-nitrobenzene